CN1CC(C1)N1N=CC=2C1=NC(=CC2CN2CCCC2)C=2C=C1CN(C(C1=CC2)=O)C2C(NC(CC2)=O)=O 3-(5-(1-(1-Methylazetidin-3-yl)-4-(pyrrolidin-1-ylmethyl)-1H-pyrazolo[3,4-b]pyridin-6-yl)-1-oxoisoindolin-2-yl)piperidine-2,6-dione